[Phenyl(biphenylyl)triazinyl]biphenyl C1(=CC=CC=C1)C1=C(C(=NN=N1)C1=C(C=CC=C1)C1=CC=CC=C1)C1=C(C=CC=C1)C1=CC=CC=C1